N1N=CC=2C1=NC=NC2N[C@H](C(=O)O)CCN(CCCCC2=NC=1NCCCC1C=C2)CCN2N=C(C=C2C)C (S)-2-((1H-pyrazolo[3,4-d]pyrimidin-4-yl)amino)-4-((2-(3,5-dimethyl-1H-pyrazol-1-yl)ethyl)(4-(5,6,7,8-tetrahydro-1,8-naphthyridin-2-yl)butyl)amino)butanoic acid